Cl.NC1CC2(CN(C2)CC2=CC=C(C=C2)N2C(N=C(C=C2)NC(=O)N2CCN(CC2)C(C(C)(C)N)=O)=O)C1 N-(1-(4-((6-amino-2-azaspiro[3.3]heptan-2-yl)methyl)phenyl)-2-oxo-1,2-dihydropyrimidin-4-yl)-4-(2-amino-2-methylpropanoyl)piperazine-1-carboxamide Hydrochloride Salt